C(C1=CC=CC=C1)N1N=NC(=C1C1=NC2=CC(=CN=C2C=C1)Br)C1=NC(=CC=C1)C 2-(1-benzyl-4-(6-methylpyridin-2-yl)-1H-1,2,3-triazol-5-yl)-7-bromo-1,5-naphthyridine